1'-{2-[(1-methyl-1H-indazol-5-yl)oxy]ethyl}-1,2-dihydrospiro[indole-3,4'-piperidin]-2-one CN1N=CC2=CC(=CC=C12)OCCN1CCC2(CC1)C(NC1=CC=CC=C12)=O